6-(5-chloro-2-pyridyl)-5-hydroxy-7-oxo-5,6-dihydropyrrolo[3,4-b]pyrazine ClC=1C=CC(=NC1)N1C(C2=NC=CN=C2C1O)=O